C(C)C1=CC=C(C=C1)S(=O)(=O)C1=NC2=CC=C(C=C2C(=C1)N1CCCCC1)F (4-ethylphenyl)sulfonyl-6-fluoro-4-(piperidin-1-yl)quinoline